(Z)-(4-(1-(4-(2-(4-(2-(2,6-dioxopiperidin-3-yl)-1,3-dioxoisoindolin-5-yl)piperazin-1-yl)ethoxy)phenyl)-2-phenylbut-1-en-1-yl)phenyl)boronic acid O=C1NC(CCC1N1C(C2=CC=C(C=C2C1=O)N1CCN(CC1)CCOC1=CC=C(C=C1)\C(=C(\CC)/C1=CC=CC=C1)\C1=CC=C(C=C1)B(O)O)=O)=O